12-pentacosenoic acid C(CCCCCCCCCCC=CCCCCCCCCCCCC)(=O)O